C1(CC1)C1=C(C=CC=C1)C=1C=C2C(CC3(CN(CC3)C(=O)C3=NC=C(C=C3)F)C2=CC1)(C(F)(F)F)O (5-(2-cyclopropylphenyl)-3-hydroxy-3-(trifluoromethyl)-2,3-dihydrospiro[indene-1,3'-pyrrolidin]-1'-yl)(5-fluoropyridin-2-yl)methanone